4-(3-bromo-7,8-dihydro-5H-1,6-naphthyridin-6-yl)-2-chloro-6-fluoro-quinazoline BrC=1C=NC=2CCN(CC2C1)C1=NC(=NC2=CC=C(C=C12)F)Cl